C1(=CC=CC=C1)C=1NC(=NN1)C1N(CCC1)C#N (5-Phenyl-4H-1,2,4-triazol-3-yl)pyrrolidine-1-carbonitrile